BrC=1C=CC=2C=3C=CC=C4C(=CC=C(C5=CC=CC1C52)C43)Br 3,9-dibromoperylene